[C-](S(=O)(=O)C(F)(F)F)(S(=O)(=O)C(F)(F)F)S(=O)(=O)C(F)(F)F.C1(=CC=CC=C1)[Sn+3].[C-](S(=O)(=O)C(F)(F)F)(S(=O)(=O)C(F)(F)F)S(=O)(=O)C(F)(F)F.[C-](S(=O)(=O)C(F)(F)F)(S(=O)(=O)C(F)(F)F)S(=O)(=O)C(F)(F)F phenyltin tris(trifluoromethanesulfonyl)methide